3-(2,3-Dibromo-4,5-dihydroxyphenyl)-2-methylpropanal BrC1=C(C=C(C(=C1Br)O)O)CC(C=O)C